ClC=1C(=NC(=NC1)NC1=C(C=C(C=C1)N1[C@@H]2CN([C@H](C1)C2)C(C)C)OC(F)F)NC2=C(SC=C2)C(=O)N 3-((5-chloro-2-((2-(difluorometh-oxy)-4-((1S,4S)-5-isopropyl-2,5-diazabicyclo[2.2.1]heptan-2-yl)-phenyl)amino)pyrimidin-4-yl)-amino)thiophene-2-carboxamide